3-(4-methyl-3-pyridyl)-2,7-naphthyridine-1,6-diamine CC1=C(C=NC=C1)C=1N=C(C2=CN=C(C=C2C1)N)N